NC=1C2=C(N=CN1)N(C=C2C2=C(C=C(C=C2)NC(=O)C=2C(N(N1C2CCCC1)C1=CC=CC=C1)=O)F)C[C@H](C)O (S)-N-(4-(4-amino-7-(2-hydroxypropyl)-7H-pyrrolo[2,3-d]pyrimidin-5-yl)-3-fluorophenyl)-2-oxo-1-phenyl-1,2,4,5,6,7-hexahydropyrazolo[1,5-a]pyridine-3-carboxamide